FC1=C2C(N(C(C2=CC=C1)=O)C1C(N(C(CC1)=O)CCCOC)=O)=O 4-fluoro-2-(1-(3-methoxypropyl)-2,6-dioxopiperidin-3-yl)isoindolin-1,3-dione